N-((3R,4R)-1-(cyclopropylsulfonyl)-3-fluoropiperidin-4-yl)-7-(3-(difluoromethyl)-2,6-difluorophenyl)-5-fluoropyrrolo[2,1-f][1,2,4]triazin-2-amine C1(CC1)S(=O)(=O)N1C[C@H]([C@@H](CC1)NC1=NN2C(C=N1)=C(C=C2C2=C(C(=CC=C2F)C(F)F)F)F)F